(1S,9S)-1-amino-9-ethyl-5-fluoro-9-hydroxy-4-methyl-1,2,3,9,12,15-hexahydro-10H,13H-benzo[de]pyrano[3',4':6,7]indolizino[1,2-b]quinoline-10,13-dione mesylate salt S(C)(=O)(=O)O.N[C@H]1CCC=2C=3C1=C1C(=NC3C=C(C2C)F)C2=CC3=C(C(N2C1)=O)COC([C@]3(O)CC)=O